(R)-4-oxo-4-[3-(trifluoromethyl)-5,6-dihydro[1,2,4]triazolo[4,3-a]pyrazin-7(8H)-yl]-1-(2,4,5-trifluorophenyl)butan-2-amine O=C(C[C@@H](CC1=C(C=C(C(=C1)F)F)F)N)N1CC=2N(CC1)C(=NN2)C(F)(F)F